NC([C@H](CC)NC[C@@H](CC(=O)OCC)CCC)=O Ethyl (R)-3-((((S)-1-amino-1-oxobutan-2-yl)amino)methyl)hexanoate